FC(COC1=C(C=C(C(=N1)OC)NS(=O)(=O)C=1C=2C=CN(C(C2C=CC1)=O)C)F)F N-[6-(2,2-difluoroethoxy)-5-fluoro-2-methoxy-3-pyridinyl]-1-keto-2-methyl-isoquinoline-5-sulfonamide